NC1=NC=CC2=C1N=C(N=C2)C=2C=C(C=CC2)C#C[C@@](C)(O)C=2SC=CN2 (R)-4-[3-(8-Aminopyrido[3,4-d]pyrimidin-2-yl)phenyl]-2-thiazol-2-yl-but-3-yn-2-ol